(E)-2,4-dimethoxy-6-[2-(1-methyl-1H-pyrrol-2-yl)vinyl]benzoic acid COC1=C(C(=O)O)C(=CC(=C1)OC)\C=C\C=1N(C=CC1)C